C(C)N1C[C@@H](CCC1)NC=1C(NC(=NN1)C1=C(C=C(C=C1)C(F)(F)F)O)=O 6-[[(3R)-1-Ethyl-3-piperidyl]amino]-3-[2-hydroxy-4-(trifluoromethyl)-phenyl]-4H-1,2,4-triazin-5-one